C1(CC1)C=1N=NN(C1)[C@H](C(=O)N1[C@@H](C[C@H](C1)O)C(=O)N[C@H]1[C@@H](C1)C1=CC(=C(C=C1)F)OC)C(C)(C)C (2S,4R)-1-[(2S)-2-(4-cyclopropyltriazol-1-yl)-3,3-dimethyl-butanoyl]-N-[(1R,2S)-2-(4-fluoro-3-methoxy-phenyl)cyclopropyl]-4-hydroxy-pyrrolidine-2-carboxamide